C(C)N1C(C2=C3C(C(=CC=C13)S(=O)(=O)NC1(CCCCC1)C(=O)N)=CC=C2)=O (1-Ethyl-2-oxo-1,2-dihydrobenzo[cd]indole-6-sulfonamido)Cyclohexanecarboxamide